C1(=CC=C(C=C1)C(CC1=CC(=C(C=C1)O)C)C)C(CC1=CC(=C(C=C1)O)C)C 4,4'-[1,4-phenylenebis(1-methylethylene)]bis(2-methylphenol)